2,5-dimethyl-4,5-dihydro-2H-[1,2,3]triazolo[4,5-c][1,7]naphthyridine-4,4-d2-6-amine CN1N=C2C(C(N(C3=C(N=CC=C23)N)C)([2H])[2H])=N1